NC1=C2N=CN(C2=NC(=N1)Cl)C1CCC(CC1)C(=O)NC1=CC(=CC=C1)OC 4-(6-amino-2-chloro-9H-purin-9-yl)-N-(3-methoxyphenyl)cyclohexanecarboxamide